4-(4-bromo-1H-indol-3-yl)thiazol-2-amine BrC1=C2C(=CNC2=CC=C1)C=1N=C(SC1)N